COCC1(CC2=CC=C(C=C2C1)C)C 2-METHOXYMETHYL-2,5-DIMETHYLINDAN